F[C@@H]\1[C@@]2(C[C@@H]([C@](C/C1=C\C=1N=NC(=CN1)C1=C(C=C(C=C1)N1C=NC=C1)O)(N2)C)F)C 2-(3-((E)-((1S,2S,5S,6S)-2,6-difluoro-1,5-dimethyl-8-azabicyclo[3.2.1]octan-3-ylidene)methyl)-1,2,4-triazin-6-yl)-5-(1H-imidazol-1-yl)phenol